N-{(2S,3R,4S)-1-(cyclopropanecarbonyl)-2-[(2,3'-difluoro-5'-methyl[1,1'-biphenyl]-3-yl)methyl]-4-fluoropyrrolidin-3-yl}ethanesulfonamide C1(CC1)C(=O)N1[C@H]([C@H]([C@H](C1)F)NS(=O)(=O)CC)CC=1C(=C(C=CC1)C1=CC(=CC(=C1)C)F)F